C(#N)C=1C(=NN(C1NC(=O)N[C@@H]1CN(C[C@H]1C1=CC(=C(C=C1)F)F)CCOC)C1=CC=CC=C1)OC 1-(4-cyano-3-methoxy-1-phenyl-1H-pyrazol-5-yl)-3-((3S,4R)-4-(3,4-difluorophenyl)-1-(2-methoxyethyl)pyrrolidin-3-yl)urea